C1(CC1)S(=O)(=O)N1N=CC(=C1)C1=NC=CC(=N1)NC1=NC=C(C(=C1)NC1CCC(CC1)(O)C)C#CC=1C=NN(C1)[C@@H]1C(C1)(F)F (1s,4s)-4-((2-((2-(1-(Cyclopropyl-sulfonyl)-1H-pyrazol-4-yl)pyrimidin-4-yl)amino)-5-((1-(2,2-difluorocyclopropyl)-1H-pyrazol-4-yl)ethynyl)pyridin-4-yl)amino)-1-methyl-cyclohexan-1-ol